[I-].NCC1=[N+](C2=C(N1CC)C=C(C=C2)OC)CC (aminomethyl)-1,3-diethyl-6-methoxy-1H-1,3-benzodiazol-3-ium iodide